Tert-butyl ((S)-5-methyl-2-oxo-1-(N-(((S)-2-oxopyrrolidin-3-yl)methyl)propiolamido)hexan-3-yl)carbamate CC(C[C@@H](C(CN(C(C#C)=O)C[C@H]1C(NCC1)=O)=O)NC(OC(C)(C)C)=O)C